nonane-1,5,9-triol C(CCCC(CCCCO)O)O